ClC=1C=CC2=C([C@@H](C[C@H](O2)C(=O)NC23CC(C2)(C3)C3=NOC(C3)[C@@H]3C[C@@H](C3)O)O)C1 (2S,4R)-6-chloro-4-hydroxy-N-(3-{5-[cis-3-hydroxycyclobutyl]-4,5-dihydro-1,2-oxazol-3-yl}bicyclo[1.1.1]pent-1-yl)-3,4-dihydro-2H-1-benzopyran-2-carboxamide